ClC=1C=C(C=CC1)N(S(=O)(=O)N1CCSCC1)CC=1SC(=CN1)C=1OC(=NN1)C(F)F N-(3-chlorophenyl)-N-((5-(5-(difluoromethyl)-1,3,4-oxadiazol-2-yl)thiazol-2-yl)methyl)thiomorpholine-4-sulfonamide